[Pt].C(=C)[SiH]1O[SiH](O[SiH](O[SiH](O1)C=C)C=C)C=C tetravinyl-cyclotetrasiloxane platinum